4-[5-(3,5-dichlorophenyl)-4,5-dihydro-5-trifluoromethyl-3-isoxazolyl]-2-iodo-6-methyl-benzoic acid ClC=1C=C(C=C(C1)Cl)C1(CC(=NO1)C1=CC(=C(C(=O)O)C(=C1)C)I)C(F)(F)F